3-(1-oxo-5-(((1R,2S)-2-((tetrahydro-2H-pyran-3-yl)amino)cyclohexyl)methyl)isoindolin-2-yl)piperidine-2,6-dione O=C1N(CC2=CC(=CC=C12)C[C@@H]1[C@H](CCCC1)NC1COCCC1)C1C(NC(CC1)=O)=O